FC(C1CCN(CC1)C(=O)OC(C)(C)C)C1=CC(=CC=C1)CO tert-Butyl 4-(fluoro (3-(hydroxymethyl)phenyl)methyl)piperidine-1-carboxylate